2-(2-oxoazepan-1-yl)decanoic acid O=C1N(CCCCC1)C(C(=O)O)CCCCCCCC